1-bromo-6-chloro-2-iodobenzene BrC1=C(C=CC=C1Cl)I